4-isopropylidene-1-methyl-cyclohexene C(C)(C)=C1CC=C(CC1)C